N-ethyl-2-(6-oxo-3-(6-((tetrahydro-2H-pyran-4-yl)amino)pyridin-3-yl)pyridazin-1(6H)-yl)acetamide C(C)NC(CN1N=C(C=CC1=O)C=1C=NC(=CC1)NC1CCOCC1)=O